C1=NC=C(C2=CC=CC=C12)CNC(OCCC=1C(OC2=CC(=CC=C2C1C)N(CC)CC)=O)=O 2-(7-(diethylamino)-4-methyl-2-oxo-2H-chromen-3-yl)ethyl (isoquinolin-4-ylmethyl)carbamate